N-(2,3,4-trifluorobenzyl)acetamide FC1=C(CNC(C)=O)C=CC(=C1F)F